C(CC=CCCCC)[Si](OC)(C)C 3-octenyldimethylmethoxysilane